tert-butyl 8-(((3aR,4S,6R,6aS)-6-hydroxy-2,2-dimethyltetrahydro-4H-cyclopenta[d][1,3]dioxol-4-yl) oxy)-3,4-dihydroisoquinoline-2(1H)-carboxylate O[C@@H]1C[C@@H]([C@@H]2[C@H]1OC(O2)(C)C)OC=2C=CC=C1CCN(CC21)C(=O)OC(C)(C)C